cis-3-(4-carbamoyl-2-pyridyl)cyclopentanecarboxylic acid C(N)(=O)C1=CC(=NC=C1)[C@H]1C[C@H](CC1)C(=O)O